(2-fluoro-4-(3-((1,1,1-trifluoropropan-2-yl)oxy)azetidin-1-yl)phenyl)(4-(5-methyloxazolo[4,5-b]pyridin-2-yl)piperazin-1-yl)methanone FC1=C(C=CC(=C1)N1CC(C1)OC(C(F)(F)F)C)C(=O)N1CCN(CC1)C=1OC=2C(=NC(=CC2)C)N1